rel-(1R,2R)-2-(2',5,6'-trifluoro[1,1'-biphenyl]-2-yl)cyclopropane-1-carboxylic acid FC1=C(C(=CC=C1)F)C1=C(C=CC(=C1)F)[C@H]1[C@@H](C1)C(=O)O |o1:15,16|